C(C)(C)(C)OC(=O)NCCOCCOCC(=O)O 2-[2-[2-(tert-butoxycarbonylamino)ethoxy]ethoxy]acetic acid